N1(N=CN=C1)CCNC=1C=C(C=CC1Br)NC1=CC=CC=C1 N3-(2-(1H-1,2,4-triazol-1-yl)ethyl)-4-bromo-N1-phenylbenzene-1,3-diamine